3-{[3-{6-[4-fluoro-2-[5-fluoro-2-(methylsulfanyl)phenyl]pyrrolidin-1-yl]imidazo[1,2-b]pyridazine-3-amido}pyrrolidin-1-yl]methyl}phenyl pentanoate C(CCCC)(=O)OC1=CC(=CC=C1)CN1CC(CC1)NC(=O)C1=CN=C2N1N=C(C=C2)N2C(CC(C2)F)C2=C(C=CC(=C2)F)SC